COC=1C=C(C=CC1NC=1N=CC2=C(N1)C(=NC=C2)NCC(C)(C)C)N2CCC(CC2)C(=O)N2CCOCC2 (1-(3-methoxy-4-((8-(neopentylamino)pyrido[3,4-d]pyrimidin-2-yl)amino)phenyl)piperidin-4-yl)(morpholino)methanone